ClC=1N(C(N(C1C1=CC=C(C=C1)Cl)C[C@@H](C(F)(F)F)O)=O)CC1=NN(C(=N1)[C@H](C)O)C1=C(C=CC=C1)C 4-chloro-5-(4-chlorophenyl)-3-((1-(2-methylphenyl)-5-((S)-1-hydroxyethyl)-1H-1,2,4-triazol-3-yl)methyl)-1-((S)-3,3,3-trifluoro-2-hydroxypropyl)-1,3-dihydro-2H-imidazol-2-one